3α-hydroxy-5α-pregnane-11,20-dione O[C@H]1C[C@@H]2CC[C@H]3[C@@H]4CC[C@H](C(C)=O)[C@]4(CC([C@@H]3[C@]2(CC1)C)=O)C